1,5-dichloro-2-methoxy-4,6-xylene ClC1=C(C=C(C(=C1C)Cl)C)OC